CN(C(=O)C1=NN2C(CN(CCCC2)C(=O)OC(C)(C)C)=C1)C tert-butyl 2-(dimethylcarbamoyl)-6,7,8,9-tetrahydropyrazolo[1,5-a][1,4]diazocine-5(4H)-carboxylate